(S,E)-3-(4-chlorophenyl)-N'-((4-chlorophenyl)sulfonyl)-4-phenyl-N-(2-(pyrrolidin-1-ylsulfonyl)ethyl)-4,5-dihydro-1H-pyrazole-1-carboximidamide ClC1=CC=C(C=C1)C1=NN(C[C@@H]1C1=CC=CC=C1)/C(/NCCS(=O)(=O)N1CCCC1)=N/S(=O)(=O)C1=CC=C(C=C1)Cl